5-((3-(Difluoromethyl)pyrazin-2-yl)methyl)-7-((1s,4s)-4-(2-fluoro-4-methylpyridin-3-yl)cyclohexyl)-3-methylpyrido[2,3-b]pyrazin-6(5H)-one FC(C=1C(=NC=CN1)CN1C(C(=CC=2C1=NC(=CN2)C)C2CCC(CC2)C=2C(=NC=CC2C)F)=O)F